neodymium bis(2-ethylhexanol) phosphonate P([O-])([O-])=O.C(C)C(CO)CCCC.C(C)C(CO)CCCC.[Nd+2]